2-(4-((5-(benzo[b]thiophen-3-yl)-2H-tetrazol-2-yl)methyl)phenyl)-5-(difluoromethyl)-1,3,4-oxadiazole S1C2=C(C(=C1)C=1N=NN(N1)CC1=CC=C(C=C1)C=1OC(=NN1)C(F)F)C=CC=C2